(2E)-3-(1H-imidazol-4-yl)-N-[2-(pyridin-2-yl)ethyl]prop-2-enamide N1C=NC(=C1)/C=C/C(=O)NCCC1=NC=CC=C1